C1(=CC=CC=C1)C1=CC(=NC=C1)CNC(=O)C=1C=CC2=C(S(CCOC2)(=O)=O)C1 N-((4-phenylpyridin-2-yl)methyl)-2,3-dihydro-5H-benzo[e][1,4]oxathiepine-8-carboxamide 1,1-dioxide